BrC1=C(C#N)C=CC(=C1)OC 2-bromo-4-methoxy-benzonitrile